tert-butyl N-allyl-N-[2-[tert-butyl(dimethyl)silyl]oxypent-4-ynyl]carbamate C(C=C)N(C(OC(C)(C)C)=O)CC(CC#C)O[Si](C)(C)C(C)(C)C